C(C)OC(=O)C1=C(N(C(=C1)C)C=1SC(=CC1C#N)C)C 1-(3-cyano-5-methylthiophen-2-yl)-2,5-dimethyl-1H-pyrrole-3-carboxylic acid ethyl ester